(S)- and (R)-3-(3-(2-((4-methoxyphenethyl)amino)-2-phenylacetyl)-1H-indol-7-yl)-N,N-dimethylpropanamide COC1=CC=C(CCN[C@H](C(=O)C2=CNC3=C(C=CC=C23)CCC(=O)N(C)C)C2=CC=CC=C2)C=C1 |r|